4,4-bis(((Z)-hept-3-en-1-yl)oxy)butanoic acid C(C\C=C/CCC)OC(CCC(=O)O)OCC\C=C/CCC